2-(2-(2-ethoxyethoxy)ethoxy)ethanol C(C)OCCOCCOCCO